(1S,4s)-4-(2-(((R)-2-(3-fluorophenyl)-2-hydroxyethyl)amino)propan-2-yl)cyclohexane-1-carboxylic acid methyl ester COC(=O)C1CCC(CC1)C(C)(C)NC[C@H](O)C1=CC(=CC=C1)F